C(C)(C)(C)[Si](C)(C)OC1=C(C(=C(C=C1)B1OC(C(O1)(C)C)(C)C)C)Cl tert-butyl-[2-chloro-3-methyl-4-(4,4,5,5-tetramethyl-1,3,2-dioxaborolan-2-yl)phenoxy]-dimethyl-silane